6-Butyl-1-{2-[(2R,5R)-2-{[(3R,5R)-3,5-dimethylmorpholin-4-yl]methyl}-5-methylpiperazin-1-yl]acetyl}-3,3-dimethyl-1H,2H,3H,5H,6H-pyrrolo[2,3-c]pyridin-5-one dihydrochloride Cl.Cl.C(CCC)N1C=C2C(=CC1=O)C(CN2C(CN2[C@H](CN[C@@H](C2)C)CN2[C@@H](COC[C@H]2C)C)=O)(C)C